[Si](C1=CC=CC=C1)(C1=CC=CC=C1)(C(C)(C)C)OCC1=C(C=C(C=C1)COCCOCCNC(OC(C)(C)C)=O)OC tert-Butyl N-(2-{2-[(4-{[(tert-butyldiphenylsilyl)oxy]methyl}-3-methoxyphenyl)methoxy]ethoxy}ethyl)carbamate